CC1=CC=C(C=C1)C1=CC=C(C=C1)[C@@H]1CC[C@H](CC1)C=CC trans-4-methyl-4'-(4-propenyl-cyclohexyl)-1,1'-biphenyl